(R)-N-(4-([1,2,4]triazolo[1,5-c]pyrimidin-7-yloxy)-3-methylphenyl)-5-((3,3-difluoro-1-methylpiperidin-4-yl)oxy)-6-methoxyquinazolin-4-amine N=1C=NN2C=NC(=CC21)OC2=C(C=C(C=C2)NC2=NC=NC1=CC=C(C(=C21)O[C@H]2C(CN(CC2)C)(F)F)OC)C